ClC=1C(=C(C=CC1)NC(=O)/C=C/C(=O)O)N(C)C (2E)-3-([3-CHLORO-2-(DIMETHYLAMINO)PHENYL]CARBAMOYL)PROP-2-ENOIC ACID